COC(C1=C(C=NC=C1)\C=C(/C)\C1=CC=C(C=C1)OC(F)(F)F)=O (E)-3-(2-(4-(trifluoromethoxy)phenyl)prop-1-en-1-yl)isonicotinic acid methyl ester